C(C)(=O)C1=CN(C2=C(C=C(C=C12)C=1C=NC=2N(C1)N=C(C2)C)C)CC(=O)N2[C@H]1CC[C@@H]([C@H]2C(=O)NC2=NC(=CC=C2C)C(F)(F)F)C1 (1S,3S,4R)-2-(2-(3-acetyl-7-methyl-5-(2-methylpyrazolo[1,5-a]pyrimidin-6-yl)-1H-indol-1-yl)acetyl)-N-(3-methyl-6-(trifluoromethyl)pyridin-2-yl)-2-azabicyclo[2.2.1]heptane-3-carboxamide